3-(2-(3-methylazetidin-3-yl)vinyl)-5-(trifluoromethyl)isoxazole 2,2,2-trifluoroacetate FC(C(=O)O)(F)F.CC1(CNC1)C=CC1=NOC(=C1)C(F)(F)F